8-amino-6-(4-fluorophenyl)-N-[3-(hydroxymethyl)bicyclo[1.1.1]pentan-1-yl]-5-{3-methylimidazo[1,2-a]pyridin-6-yl}imidazo[1,2-a]pyrazine-2-carboxamide NC=1C=2N(C(=C(N1)C1=CC=C(C=C1)F)C=1C=CC=3N(C1)C(=CN3)C)C=C(N2)C(=O)NC23CC(C2)(C3)CO